CN1C(=NC2=C1C=CC=C2)[C@H]2[C@@H](C2)C2=NN=C(S2)N |r| racemic-5-((1R,2R)-2-(1-methyl-1H-benzo[d]imidazol-2-yl)cyclopropyl)-1,3,4-thiadiazol-2-amine